(S)-(-)-5-hydroxymethyl-2(5H)-furanone C1=CC(=O)O[C@@H]1CO